3-amino-4-(7-chloro-1H-indazol-4-yl)-6-piperidin-4-yl-1H-quinolin-2-one 2,2,2-trifluoroacetate FC(C(=O)O)(F)F.NC=1C(NC2=CC=C(C=C2C1C1=C2C=NNC2=C(C=C1)Cl)C1CCNCC1)=O